[Zn+2].[Ga+3].[O-2].[Zn+2] zinc oxide Gallium-zinc